2-{[3-(trifluoromethyl)phenyl]amino}benzoic acid FC(C=1C=C(C=CC1)NC1=C(C(=O)O)C=CC=C1)(F)F